COC1=CC=C2CCC(C(C2=C1)=O)C(C(=O)OCC)=O ethyl 2-(7-methoxy-1-oxo-3,4-dihydro-2H-naphthalen-2-yl)-2-oxoacetate